COC(=O)C=1C=C(C2=C(N(C(=N2)CCl)C[C@H]2OCC2)C1)OCC1=CC=CC=C1 (S)-4-(benzyloxy)-2-(chloromethyl)-1-((oxetan-2-yl)methyl)-1H-benzo[d]imidazole-6-carboxylic acid methyl ester